[Na+].[Na+].C(C)(=O)ON(CCN(OC(C)=O)OC(C)=O)OC(C)=O.[Cu+2] copper (II) ethylenediamine tetraacetate disodium salt